FC(C=1C=C(C=C(C1)C(F)(F)F)N1C(N(CC1)[C@@H]1CN(C[C@H]1C1=CC=C(C=C1)F)C(=O)[C@@H]1CC[C@H](CC1)NC(OC)=O)=O)(F)F methyl (trans-4-{[(3S,4R)-3-{3-[3,5-bis(trifluoromethyl)phenyl]-2-oxoimidazolidin-1-yl}-4-(4-fluorophenyl)pyrrolidin-1-yl]carbonyl}cyclohexyl)carbamate